NC(=O)[C@H]1CN(C)[C@@H]2CC3=CNC4=CC=CC(C2=C1)=C34 D-lysergic acid amide